BrC=1C=C(CNCC2CC2)C=C(C1)C N-(3-Bromo-5-(methyl)benzyl)-1-cyclopropylmethanamine